((2R,3S,4R,5R)-5-(4-Aminopyrrolo[2,1-f][1,2,4]triazin-7-yl)-5-cyano-3,4-dihydroxytetrahydrofuran-2-yl)methyl (3-(dodecyloxy)propyl) hydrogen phosphate P(=O)(OC[C@H]1O[C@@]([C@@H]([C@@H]1O)O)(C#N)C1=CC=C2C(=NC=NN21)N)(OCCCOCCCCCCCCCCCC)O